BrC1=CC=C(C=C1)N1C=NN(C1=O)CSC1=CC(=C(OCC(=O)OCC)C=C1)C Ethyl 2-(4-(((4-(4-bromophenyl)-5-oxo-4,5-dihydro-1H-1,2,4-triazol-1-yl)methyl)thio)-2-methylphenoxy)acetate